3-((3-chlorophenyl)fluoromethyl)bicyclo[1.1.1]Pentane-1-carboxylic acid methyl ester COC(=O)C12CC(C1)(C2)C(F)C2=CC(=CC=C2)Cl